(3R)-1-methyl-N-[1-(propan-2-yl)-1H-pyrazol-4-yl]piperidin-3-amine CN1C[C@@H](CCC1)NC=1C=NN(C1)C(C)C